N-(1-(2-(5-chloro-1H-indol-3-yl)ethyl)-4-(methoxymethyl)piperidin-4-yl)-N-phenylpropionamide ClC=1C=C2C(=CNC2=CC1)CCN1CCC(CC1)(COC)N(C(CC)=O)C1=CC=CC=C1